ClC1=CC=C(C(=N1)C1=NN(C=N1)C)NC(C)C=1C=2C3=C(N(C(C2C=C(C1)C)=O)C)N(N=C3)C3CCN(CC3)S(=O)(=O)C 9-(1-((6-chloro-2-(1-methyl-1H-1,2,4-triazol-3-yl)pyridin-3-yl)amino)ethyl)-4,7-dimethyl-3-(1-(methylsulfonyl)piperidin-4-yl)-3,4-dihydro-5H-pyrazolo[3,4-c]isoquinolin-5-one